spirobi[fluorene]-4-amine C12(C=CC(=C3C4=CC=CC=C4C=C13)N)C=CC=C1C3=CC=CC=C3C=C12